C1(CCC1)C1=CC(=CC(=N1)/C(/N)=N/O)C=1C=NC=C(C1)F (Z)-6'-cyclobutyl-5-fluoro-N'-hydroxy-[3,4'-bipyridine]-2'-carboximidamide